BrC1(CNC2=NC=CC(=C21)Cl)CC 3-bromo-4-chloro-3-ethyl-1H-pyrrolo[2,3-b]pyridine